dihydrooxazolo[4,5-c]Pyridine O1CNC=2C=NC=CC21